ClC1=CC=C(C(=N1)C(=O)O)N[C@H](C)C1=C2N=C(C(=NC2=CC(=C1)C)C#N)C1CCC(CC1)(F)F (R)-6-chloro-3-((1-(2-cyano-3-(4,4-difluorocyclohexyl)-7-methylquinoxalin-5-yl)ethyl)amino)picolinic acid